N-(benzo[d]isoxazol-3-yl)-2,5-diethylbenzenesulfonamide tert-butyl-N-(3-hydroxypropyl)-N-(1H-pyrazol-3-ylmethyl)carbamate C(C)(C)(C)OC(N(CC1=NNC=C1)CCCO)=O.O1N=C(C2=C1C=CC=C2)NS(=O)(=O)C2=C(C=CC(=C2)CC)CC